C(CCCCCCCC)OC(CCCCCCCN(CCNC(CCC(=O)NCCN(CCCCCCCC(=O)OCCCCCCCCC)CCCCCCCC(=O)OC(CCCCCCCC)CCCCCCCC)=O)CCCCCCCC(=O)OC(CCCCCCCC)CCCCCCCC)=O nonyl 8-[2-[[4-[2-[(8-nonoxy-8-oxo-octyl)-[8-(1-octylnonoxy)-8-oxo-octyl]amino]ethylamino]-4-oxo-butanoyl]amino]ethyl-[8-(1-octylnonoxy)-8-oxo-octyl]amino]octanoate